Oxathiolanone C1COSC1=O